(2S)-1-(3-methoxyphenyl)propan-2-amine COC=1C=C(C=CC1)C[C@H](C)N